COC=1C=C2N=CC=3N(C2=CC1OC)C(=NN3)C3=CC=C(CNC(OC(C)(C)C)=O)C=C3 tert-Butyl (4-(7,8-dimethoxy-[1,2,4]triazolo[4,3-a]quinoxalin-1-yl)benzyl)carbamate